tert-butyl (R)-3-amino-3-(3-chloro-2-methylphenyl)pyrrolidine-1-carboxylate N[C@@]1(CN(CC1)C(=O)OC(C)(C)C)C1=C(C(=CC=C1)Cl)C